C(C\C=C/CC)C(C(=O)O)CC.C(=CCCCC)OC(CCC)=O.S1C(=NC2=C1C=CC=C2)C2=NC=CC=C2 2-(Benzothiazol-2-yl)pyridine HEXENYL-3-CIS-BUTYRATE ((Z)-hex-3-en-1-yl-butyrate)